(1R)-2,2-difluoro-N-[6-(3-{[6-(1-hydroxypropyl)-4-methylpyridin-3-yl]amino}-1-methylpyrazol-4-yl)pyrimidin-4-yl]cyclopropane-1-carboxamide FC1([C@H](C1)C(=O)NC1=NC=NC(=C1)C=1C(=NN(C1)C)NC=1C=NC(=CC1C)C(CC)O)F